FC(C(=O)O)(F)F.CN(C1=C2C(=NC=N1)N(N=C2C=2C=CC1=C(N=C(O1)N)C2)CC=2C=C1CCNCC1=CC2)C 5-(4-(dimethylamino)-1-((1,2,3,4-tetrahydroisoquinolin-6-yl)methyl)-1H-pyrazolo[3,4-d]pyrimidin-3-yl)benzo[d]oxazol-2-amine trifluoroacetic acid salt